((2R,6R)-4-(2-(bis(2,4-dimethoxybenzyl)amino)oxazolo[4,5-c]pyridin-7-yl)-6-methylmorpholin-2-yl)((S)-6,8-dichloro-1-methyl-3,4-dihydroisoquinolin-2(1H)-yl)methanone COC1=C(CN(C=2OC3=C(C=NC=C3N3C[C@@H](O[C@@H](C3)C)C(=O)N3[C@H](C4=C(C=C(C=C4CC3)Cl)Cl)C)N2)CC2=C(C=C(C=C2)OC)OC)C=CC(=C1)OC